α-ethylacrylate C(C)C(C(=O)[O-])=C